(1-methylheptyl)(1-methylheptyl)phosphonic acid CC(CCCCCC)OP(O)(=O)C(CCCCCC)C